3-chloro-N,N-dimethylthiobenzamide ClC=1C=C(C(=S)N(C)C)C=CC1